(±)-5-allyloxy-1-pentyl-1-cyclopentene C(C=C)O[C@@H]1CCC=C1CCCCC |r|